3-cyclopropyl-1-ethyl-1H-pyrazole-4-sulfonyl chloride C1(CC1)C1=NN(C=C1S(=O)(=O)Cl)CC